(S)-N-(2-Cyclopropyl-4-methyl-5-oxo-5,6,7,8-tetrahydro-4H-pyrazolo[1,5-a][1,3]diazepin-6-yl)-1-(2,6-difluorobenzyl)-1H-1,2,4-triazol-3-carboxamid C1(CC1)C1=NN2C(N(C([C@H](CC2)NC(=O)C2=NN(C=N2)CC2=C(C=CC=C2F)F)=O)C)=C1